N-(2-hydroxyethyl)-allyl-bicyclo[2.2.1]hept-5-ene-2,3-dicarboximide OCCN1C(=O)C2C3(C=CC(C2C1=O)C3)CC=C